COC1=CC=C(C=C1)[C@H](C(=O)O)C |r| (±)-2-(4-methoxyphenyl)propanoic acid